Cl.BrC1=CC=C(C=C1)C1=CC=C(N1C1=C(C=CC=C1)C(F)(F)F)C1=C(C=C(C(=O)NCCN(C)C)C=C1)Cl 4-[5-(4-bromophenyl)-1-[2-(trifluoromethyl)phenyl]pyrrol-2-yl]-3-chloro-N-[2-(dimethylamino)ethyl]benzamide hydrochloride